(S)-6-fluoro-5-(1-(2-fluorophenyl)ethyl)-3-((pyrimidin-2-ylmethyl)amino)-4H-benzo[e][1,2,4]thiadiazine 1,1-dioxide FC=1C=CC2=C(NC(=NS2(=O)=O)NCC2=NC=CC=N2)C1[C@@H](C)C1=C(C=CC=C1)F